N-(2-(5-(2-acetamidopyridin-4-yl)-2-(methylthio)-1H-imidazol-4-yl)phenyl)-4-fluorobenzamide C(C)(=O)NC1=NC=CC(=C1)C1=C(N=C(N1)SC)C1=C(C=CC=C1)NC(C1=CC=C(C=C1)F)=O